FC(OC1=CC(=C(C=C1F)NS(=O)(=O)C1=CNC=2C(N(C=CC21)C)=O)F)F N-[4-(difluoromethoxy)-2,5-difluoro-phenyl]-7-keto-6-methyl-1H-pyrrolo[2,3-c]pyridine-3-sulfonamide